COC1=CC=C(C=C1)C(O[C@H]1C([C@@H](OC1)N1C(N=C(C=C1)NC(C)=O)=O)O)(C1=CC=CC=C1)C1=CC=C(C=C1)OC N-[1-[(2R,4R)-4-[bis(4-methoxyphenyl)-phenyl-methoxy]-3-hydroxy-tetrahydrofuran-2-yl]-2-oxo-pyrimidin-4-yl]acetamide